FC1=C(C(=O)NC)C=C(C(=C1)NCC#C)OC 2-fluoro-5-methoxy-N-methyl-4-(prop-2-ynylamino)benzamide